2-(2,6-Dimethyl-4-((3-(4-(meth-ylsulfonyl)phenyl)-2,5-dioxo-imidazolin-1-yl)methyl)phenoxy)-2-methylpropionic acid CC1=C(OC(C(=O)O)(C)C)C(=CC(=C1)CN1C(N(CC1=O)C1=CC=C(C=C1)S(=O)(=O)C)=O)C